1-(5-Fluoro-2-methoxy-4-vinylphenyl)-N-(isoxazol-3-yl)-N-(4-methoxybenzyl)-2-oxo-1,2-dihydroquinoline-6-sulfonamide FC=1C(=CC(=C(C1)N1C(C=CC2=CC(=CC=C12)S(=O)(=O)N(CC1=CC=C(C=C1)OC)C1=NOC=C1)=O)OC)C=C